5-(3-((2-((S)-3-carboxybutanoyl)-4-chloro-6-hydroxyisoindolin-5-yl)oxy)propoxy)-4-fluoro-6-methoxyisoindolin C(=O)(O)[C@H](CC(=O)N1CC2=CC(=C(C(=C2C1)Cl)OCCCOC=1C(=C2CNCC2=CC1OC)F)O)C